Br.Br.CN1[C@@H]2CN[C@H](C1)C2 (1S,4S)-2-methyl-2,5-diazabicyclo[2.2.1]Heptane dihydrobromide salt